(3aR,5r,6aS)-5-[6-(2-chloro-5-fluoro-phenyl)pyridazin-3-yl]oxy-2-(cyclohexylmethyl)-3,3a,4,5,6,6a-hexahydro-1H-cyclopenta[c]pyrrole ClC1=C(C=C(C=C1)F)C1=CC=C(N=N1)OC1C[C@@H]2[C@@H](CN(C2)CC2CCCCC2)C1